(1R,5S)-1-(5-methyl-1,3,4-oxadiazol-2-yl)-N-(4-methyl-3-(pyrrolo[1,2-a]pyrimidin-3-yl)phenyl)-6-azabicyclo[3.1.1]heptane-6-carboxamide CC1=NN=C(O1)[C@]12CCC[C@H](N1C(=O)NC1=CC(=C(C=C1)C)C=1C=NC=3N(C1)C=CC3)C2